5-chloro-1-(4-methoxybenzyl)-6-(4-methoxyphenyl)-2,3-diphenylpyrazolo[1,5-a]pyrimidin-7(1H)-one ClC=1N=C2N(C(C1C1=CC=C(C=C1)OC)=O)N(C(=C2C2=CC=CC=C2)C2=CC=CC=C2)CC2=CC=C(C=C2)OC